N[C@@H](CC(=O)OCC)C=1C=C(C=C(C1)C)C1=CC(=CC=C1)OC ethyl (S)-3-amino-3-(3'-methoxy-5-methylbiphenyl-3-yl)propanoate